N-(8,9-Difluoro-6-oxo-1,4,5,6-tetrahydro-2H-pyrano[3,4-c]isoquinolin-1-yl)-3-(difluoromethyl)-N-methylbenzamide FC=1C(=CC=2C3=C(NC(C2C1)=O)COCC3N(C(C3=CC(=CC=C3)C(F)F)=O)C)F